6'-Bromo-4-chloro-2-(methylthio)-2',3',5,8-tetrahydro-1'H-spiro[pyrano[4,3-d]pyrimidine-7,4'-[1,3]methanonaphthalene] BrC=1C=C2C3(C4CC(C2=CC1)C4)CC=4N=C(N=C(C4CO3)Cl)SC